NC=1C=C(C=CC1)S(=O)(=O)NC1=NC(=CC(=N1)C1=C(C=CC=C1)C(C)C)OC1=CC(=CC(=C1)C(F)(F)F)N1CCN(CC1)C 3-Amino-N-[4-(2-isopropylphenyl)-6-[3-(4-methylpiperazin-1-yl)-5-(trifluoromethyl)phenoxy]pyrimidin-2-yl]benzenesulfonamide